N-(1-((4,5-dichloro-2-fluorophenyl)amino)isoquinolin-7-yl)-4-(piperidin-1-yl)butanamide ClC1=CC(=C(C=C1Cl)NC1=NC=CC2=CC=C(C=C12)NC(CCCN1CCCCC1)=O)F